C(N)(=O)C1=CC(=C(C=2C3C(NC12)CCC3)C3C[C@H](CCC3)NC(OC(C)(C)C)=O)F tert-butyl N-[(1S)-3-(5-carbamoyl-7-fluoro-1,2,3,3a,4,8b-hexahydrocyclopenta[b]indol-8-yl) cyclohexyl]carbamate